rac-(1S,3S,4S)-1-amino-3-(aminomethyl)-4-(2-boronoethyl)cyclopentane-1-carboxylic acid N[C@@]1(C[C@@H]([C@H](C1)CCB(O)O)CN)C(=O)O |r|